[2-[4-[3-(2,6-dioxo-3-piperidyl)-1-methyl-indazol-6-yl]piperazin-1-yl]ethyl]carbamate O=C1NC(CCC1C1=NN(C2=CC(=CC=C12)N1CCN(CC1)CCNC([O-])=O)C)=O